FC(C=1C=C(C=CC1)[C@H](CC(=O)O)NC(=O)NC=1C(N(C=CC1O)C)=O)(C1=C(C=CC=C1)C)F (S)-3-(3-(difluoro(o-tolyl)methyl)phenyl)-3-(3-(4-hydroxy-1-methyl-2-oxo-1,2-dihydropyridin-3-yl)ureido)propanoic acid